methyl 4-methyl-5-oxo-4,5-dihydropyrazine-2-carboxylate CN1C=C(N=CC1=O)C(=O)OC